FC1=C(C=CC=C1)[C@H]1CCC2(OCCO2)CCN1C1=NC(=NC(=C1)C)N |r| (+-)-4-[8-(2-fluorophenyl)-1,4-dioxa-9-azaspiro[4.6]undecan-9-yl]-6-methyl-pyrimidin-2-amine